C(C1=CC=CC=C1)OC(=O)N[C@@H](C(=O)OCC1=CC=CC=C1)CNC(C1=CC(=CC(=C1)C(C)CCC)F)=O benzyl (2R)-2-(((benzyloxy)carbonyl)amino)-3-(3-fluoro-5-(pentan-2-yl)benzamido)propanoate